[Na+].CN(CCCC(=O)[O-])C1=CC=C(C=C1)Cl N-methyl-N-(4-chlorophenyl)-4-aminobutyrate sodium